N-(1-(4-fluoro-3-(trifluoromethyl)phenyl)cyclopropyl)azetidin-3-amine FC1=C(C=C(C=C1)C1(CC1)NC1CNC1)C(F)(F)F